ClC1=C(C(=C(C=C1OC)OC)Cl)NC1=NC=CC=C1C1=NC(=NC=N1)NC=1C=NN(C1)C1CCN(CC1)C(C)C (2-((2,6-dichloro-3,5-dimethoxyphenyl)amino)pyridin-3-yl)-N-(1-(1-isopropylpiperidin-4-yl)-1H-pyrazol-4-yl)-1,3,5-triazin-2-amine